NC1=NC=C(C2=C1COC2)NC(C(=O)N2C(CCC(C2)C)C=2C=CC1=CN(N=C1C2)C)=O N-(4-amino-1,3-dihydro-furo[3,4-c]pyridin-7-yl)-2-(5-methyl-2-(2-methyl-2H-indazol-6-yl)piperidin-1-yl)-2-oxoacetamide